C(C)(C)(C)OC(=O)N1CCN(CC1)C1=C(C=C(C=C1)NC1C(NC(CC1)=O)=O)F 4-[4-[(2,6-dioxo-3-piperidinyl)amino]-2-fluoro-phenyl]piperazine-1-carboxylic acid tert-butyl ester